C(C1=CC=CC=C1)[C@@]1(NC[C@H](C1)O)CNC1=CC(=C(C=C1Cl)S(=O)(=O)NC=1SC=CN1)F 4-((((2S,4S)-2-benzyl-4-hydroxypyrrolidin-2-yl)methyl)amino)-5-chloro-2-fluoro-N-(thiazol-2-yl)benzenesulfonamide